NC1=NC=C(C=C1C=1C=C2CCNC(C2=CC1)=O)C1=CC(=C(C(=C1)C)C(=O)N1CCC1)C 6-(2-amino-5-(4-(azetidine-1-carbonyl)-3,5-dimethylphenyl)pyridin-3-yl)-3,4-dihydroisoquinolin-1(2H)-one